O[C@@H]1C[C@H](N(C1)C([C@H](C(C)(C)C)NC(OC(C)(C)C)=O)=O)C(NCC1=CC=C(C=C1)C#CC)=O 2-Tert-butyl ((S)-1-((2S,4R)-4-hydroxy-2-((4-(prop-1-yn-1-yl)benzyl)carbamoyl)pyrrolidin-1-yl)-3,3-dimethyl-1-oxobutan-2-yl)carbamate